C(C)C1=NC(=NC(=C1S(=O)(=O)N1CC2(C1)CN(C2)C2CCOCC2)C)C(F)(F)F 2-((4-ethyl-6-methyl-2-(trifluoromethyl)pyrimidin-5-yl)sulfonyl)-6-(tetrahydro-2H-pyran-4-yl)-2,6-diazaspiro[3.3]heptane